valerylboron C(CCCC)(=O)[B]